NC=1C(NC2=C(C(=CN=C2C1C1=C2C=NNC2=C(C=C1)F)C1CCCC1)C)=O 3-Amino-7-cyclopentyl-4-(7-fluoro-1H-indazol-4-yl)-8-methyl-1H-1,5-naphthyridin-2-one